(cyclopropylthio)-4-(4,4,5,5-tetramethyl-1,3,2-dioxaborolan-2-yl)aniline methyl-(S)-2-((tert-butoxycarbonyl)amino)-5-(2,3-dihydrobenzo[f][1,4]oxazepin-4(5H)-yl)-5-oxopentanoate COC([C@H](CCC(=O)N1CCOC2=C(C1)C=CC=C2)NC(=O)OC(C)(C)C)=O.C2(CC2)SNC2=CC=C(C=C2)B2OC(C(O2)(C)C)(C)C